N1=CNC2=C1C=CC(=C2)NC2=NC1=C(C=CC=C1C=N2)OC2CCC(CC2)O 4-[2-(3H-benzimidazol-5-ylamino)quinazolin-8-yl]oxycyclohexan-1-ol